FC(OC=1C=C(C=CC1)N1N=C(C=2C1=NC=C(C2)C(=O)N[C@@]2(CS(CC2)(=O)=O)C)C(C)C)F (S)-1-(3-(difluoromethoxy)phenyl)-3-isopropyl-N-(3-methyl-1,1-dioxidotetrahydrothiophen-3-yl)-1H-pyrazolo[3,4-b]pyridine-5-carboxamide